(S)-6-benzyl-2-(1-(trifluoromethyl)cyclopropanecarbonyl)-2,6-diazaspiro[3.4]octane-8-carboxylic acid C(C1=CC=CC=C1)N1CC2(CN(C2)C(=O)C2(CC2)C(F)(F)F)[C@@H](C1)C(=O)O